1-Hydroxy-2-methyldisulfane 1,1,2,2-tetraoxide OS(S(C)(=O)=O)(=O)=O